NC1=C(C2=C(C=C(C=C2C=C1)S(=O)(=O)O)OCCCCS(=O)(=O)O)O 2-amino-1-hydroxy-8-(4-sulfobutoxy)-naphthalene-6-sulfonic acid